CC=1C=C(C=CC1)C1=CNC2=C1N=CNC2=O 7-(3-methylphenyl)-3,5-dihydro-4H-pyrrolo[3,2-d]pyrimidin-4-one